4-((1,1-dimethylethyl)sulfonamido)-2-(6-azaspiro[2.5]octan-6-yl)benzoic acid CC(C)(C)S(=O)(=O)NC1=CC(=C(C(=O)O)C=C1)N1CCC2(CC2)CC1